C(#N)CC1CCC(CC1)N1C(=NC=2C1=C1C(=NC2)NC=C1)CC(=O)NC1=CC=C(C=C1)C(C(F)(F)F)(C(F)(F)F)O 2-(1-((1r,4r)-4-(Cyanomethyl)cyclohexyl)-1,6-dihydroimidazo[4,5-d]pyrrolo[2,3-b]pyridin-2-yl)-N-(4-(1,1,1,3,3,3-hexafluoro-2-hydroxypropan-2-yl)phenyl)acetamide